ClC=1C=CC(=C(C1)C1=C(C=NC(=C1)C)C(=O)NC=1SC=2C(=NC=C(N2)C2=NC=C(C=C2)C2CC2)N1)OC 4-(5-chloro-2-methoxyphenyl)-N-[6-(5-cyclopropylpyridin-2-yl)thiazolo[4,5-b]pyrazin-2-yl]-6-methylpyridin-3-carboxamide